COC1=CC=C(C=C1)N1SC2=NC=CC=C2C1=O 2-(4-methoxyphenyl)isothiazolo[5,4-b]pyridine-3(2H)-one